FC(C)(F)C1=CC(=C(C(=C1)C)B1OC(C(O1)(C)C)(C)C)OCOC 2-[4-(1,1-difluoroethyl)-2-(methoxymethoxy)-6-methylphenyl]-4,4,5,5-tetramethyl-1,3,2-dioxaborolane